C(CCCCC)C(C(=O)OCC)=C 2-Ethyl hexylacrylate